O=S1(C[C@@H](C=C1)NC(=O)C=1C(NC(=CC1)C#CC1=CC=CC=C1)=O)=O (R)-N-(1,1-dioxido-2,3-dihydrothiophen-3-yl)-2-oxo-6-(phenylethynyl)-1,2-dihydropyridine-3-carboxamide